BrC1=C2C(=NC(=C1)NC(C)C)C=C(S2)C2=CC=NN2C2OCCCC2 7-bromo-N-isopropyl-2-(1-(tetrahydro-2H-pyran-2-yl)-1H-pyrazol-5-yl)thieno[3,2-b]pyridin-5-amine